2-[5-(4-{3,8-diazabicyclo[4.2.0]octane-8-carbonyl}-4-phenylpiperidin-1-yl)pyridazin-3-yl]phenol C12CNCCC2CN1C(=O)C1(CCN(CC1)C=1C=C(N=NC1)C1=C(C=CC=C1)O)C1=CC=CC=C1